4-(3-oxo-2,3-dihydro-[1,2,4]triazolo[4,3-a]pyridin-7-yl)piperazine-1-carboxylic acid tert-butyl ester C(C)(C)(C)OC(=O)N1CCN(CC1)C1=CC=2N(C=C1)C(NN2)=O